C(C)[C@H](C(=O)O)CC(=O)C1=CC2=C(C=C(C3=C2N=C(O3)C)OC)S1 (S)-2-ethyl-4-(4-methoxy-2-methylthieno[2',3':5,6]benzo[1,2-d]oxazol-7-yl)-4-oxobutanoic acid